C(CCC)C1=CC=C(C=C1)N=NC1=CC=C(C=C1)OCCCCC=C 1-(4-butylphenyl)-2-(4-(hex-5-en-1-oxy)phenyl)diazene